C1(CCCC1)C1=NC2=NC=NC(=C2N1)C(=O)NCC1=CC(=CC(=C1)NC1=C(C=CC=C1)OC)F 8-cyclopentyl-N-(3-fluoro-5-((2-methoxyphenyl)amino)benzyl)-7H-purine-6-carboxamide